2-bromo-4-fluoro-2,3-dihydro-1H-inden-1-one BrC1C(C2=CC=CC(=C2C1)F)=O